Methyl (S)-4-(1-(5-chloro-3-(difluoromethyl)-1-methyl-1H-pyrazole-4-carboxamido)ethyl)benzoate ClC1=C(C(=NN1C)C(F)F)C(=O)N[C@@H](C)C1=CC=C(C(=O)OC)C=C1